4-(maleimidomethyl)-1,3-dioxane C1(C=CC(N1CC1OCOCC1)=O)=O